N,N'-di-Boc-N''-trifluoromethyl-guanidine C(=O)(OC(C)(C)C)NC(=NC(F)(F)F)NC(=O)OC(C)(C)C